(E)-1-[2-Hydroxy-6-(isopentyloxy)phenyl]-3-(4-hydroxyphenyl)-2-propene-1-one OC1=C(C(=CC=C1)OCCC(C)C)C(\C=C\C1=CC=C(C=C1)O)=O